CC(C(=O)OCOC=1C(=NC=CC1NC=O)C(N[C@H](C(=O)OC(C(C1=CC=CC=C1)OC1=CC=CC=C1)C)C)=O)C [4-formamido-2-[[(1S)-1-methyl-2-(1-methyl-2-phenoxy-2-phenyl-ethoxy)-2-oxo-ethyl]carbamoyl]-3-pyridyl]oxymethyl 2-methylpropanoate